α-methyl-vinyl-toluene CC(C1=CC=CC=C1)C=C